O[C@H]1CN(CC[C@H]1NC1=NC=C(C=C1)C(F)(F)F)S(=O)(=O)C1=CC=C(C=C1)C=1C=C2C(=NC1C)NC=C2C#N 5-(4-(((3S,4R)-3-hydroxy-4-((5-(trifluoromethyl)pyridin-2-yl)amino)piperidin-1-yl)sulfonyl)phenyl)-6-methyl-1H-pyrrolo[2,3-b]pyridine-3-carbonitrile